C1[C@@H](O)[C@H](O)[C@@H](O)[C@H](O1)CO deoxyidopyranose